methyl 2-amino-3-bromo-5-methyl-benzoate NC1=C(C(=O)OC)C=C(C=C1Br)C